2-(1-{6-[(3S,4S)-4-{[(tert-butoxy)carbonyl]amino}-3-methyl-2-oxa-8-azaspiro[4.5]decan-8-yl]-1-(oxan-2-yl)-1H-pyrazolo[3,4-b]pyrazin-3-yl}-1,2,3,4-tetrahydroquinolin-5-yl)acetic acid C(C)(C)(C)OC(=O)N[C@@H]1[C@@H](OCC12CCN(CC2)C2=CN=C1C(=N2)N(N=C1N1CCCC2=C(C=CC=C12)CC(=O)O)C1OCCCC1)C